ethyl-2,2-difluoroethan-1-amine C(C)C(C(F)F)N